8-(piperidin-1-ylmethyl)benzo[5,6]oxazepin N1(CCCCC1)CC1=CC2=C(C=CC=NO2)C=C1